FC(C(C(C(C(F)(F)F)(F)F)(F)F)(F)F)(S(=O)(=O)O)F perfluoropentanesulfonic acid